C(C1=CC=CC=C1)OC(=O)N1CC(CCC1)(C(=O)O)COC1CC1 1-((benzyloxy)carbonyl)-3-(cyclopropoxymethyl)piperidine-3-carboxylic acid